FC(C=1C=C(COC2=CC=C(C=C2)NC(=O)N2CCN(CC2)CCC2=CC(=CC=C2)C)C=C(C1)C(F)(F)F)(F)F N-(4-((3,5-bis(trifluoromethyl)benzyl)oxy)phenyl)-4-(3-methylphenethyl)piperazine-1-carboxamide